BrC1=C(C=C(C=C1F)I)F 1-bromo-2,6-difluoro-4-iodobenzene